7-Cyclopentylmethoxy-3-hydroxy-6-methoxy-1-oxo-isochroman-5-carbaldehyde C1(CCCC1)COC=1C(=C(C=2CC(OC(C2C1)=O)O)C=O)OC